5-formyl-4-(pyridin-2-yl)thiophene-2-carboxylic acid C(=O)C1=C(C=C(S1)C(=O)O)C1=NC=CC=C1